triazine compound with cyanuric acid N1C(=O)NC(=O)NC1=O.N1=NN=CC=C1